CC1=CN2C=CC(=C2C=C1C(=O)N)C1=CC=NN1C 6-methyl-1-(1-methyl-1H-pyrazol-5-yl)indolizine-7-carboxamide